Cl.FC(C1=CC2=C(CN3[C@@H](CO2)CNCC3)N=C1)(F)F (R)-3-(trifluoromethyl)-6,6a,7,8,9,10-hexahydro-12H-pyrazino[2,1-c]pyrido[2,3-f][1,4]oxazepine hydrochloride